C(C)N1C(C2=C(C=C(C=C2C1)N1C=NC2=C1C=CC(=C2)C=2C=NN(C2)C)F)=O 2-ethyl-7-fluoro-5-[5-(1-methylpyrazol-4-yl)benzimidazol-1-yl]isoindolin-1-one